O=C1NC(CC[C@H]1N1C(C2=CC=CC(=C2C1=O)NCCCCCC(=O)N1CCC(CC1)NC1=C2N=CN(C2=NC=N1)C1CC(C1)NC(C1=NC(=CC=C1)C)=O)=O)=O N-((1r,3r)-3-(6-((1-(6-((2-(2,6-dioxopiperidin-3-yl)-1,3-dioxoisoindolin-4-yl)amino)hexanoyl)piperidin-4-yl)amino)-9H-purin-9-yl)cyclobutyl)-6-methylpicolinamide